5-bromo-6-methylpicolinaldehyde BrC=1C=CC(=NC1C)C=O